S-[(5-methylisoxazol-3-yl)methyl]ethanethioate CC1=CC(=NO1)CS=C(C)[O-]